diselenide arsenic [As+3].[SeH-]=[Se].[SeH-]=[Se].[SeH-]=[Se]